methyl (4-((3-((difluoromethyl)thio)pyridin-2-yl)amino)-5-propionylpyridin-2-yl)carbamate FC(SC=1C(=NC=CC1)NC1=CC(=NC=C1C(CC)=O)NC(OC)=O)F